COC=1C=C(\C=C/2\C(=C(C3=CC(=CC=C23)OC)CC(=O)O)C)C=C(C1OCC1=CC=C(C=C1)OC)OC (Z)-2-(1-(3,5-dimethoxy-4-((4-methoxybenzyl)oxy)benzylidene)-5-methoxy-2-methyl-1H-inden-3-yl)acetic acid